N-[3-(benzenesulfonyloxy)phenyl]-N'-[3-(p-xylenesulfonyloxy)phenyl]urea C1(=CC=CC=C1)S(=O)(=O)OC=1C=C(C=CC1)NC(=O)NC1=CC(=CC=C1)OS(=O)(=O)C1(CC=C(C=C1)C)C